3-(pyrazol-1-yl)benzoic acid N1(N=CC=C1)C=1C=C(C(=O)O)C=CC1